C[N+](C)(CCCCCCCCCCCC)CC1=CC=CC=C1 N,N-dimethyl-benzyl-dodecyl-ammonium